2-(2,6-Dichlorophenyl)-1-[(1s,3r)-3-(hydroxymethyl)-5-(3-hydroxy-3-methylbutyl)-1-methyl-3,4-dihydroisoquinolin-2(1H)-yl]ethanone ClC1=C(C(=CC=C1)Cl)CC(=O)N1[C@H](C2=CC=CC(=C2C[C@@H]1CO)CCC(C)(C)O)C